FC1=CC=C(C=C1)C1=C(NC2=CC=CC=C12)C(=O)NC[C@H](CC(CNC(OC(C)(C)C)=O)O)NC(OC(C)(C)C)=O di-tert-butyl ((4S)-5-(3-(4-fluorophenyl)-1H-indole-2-carboxamido)-2-hydroxypentane-1,4-diyl)dicarbamate